4-Bromoisothiazol-3-ol BrC=1C(=NSC1)O